N-((2S)-1-(2-(3-Amino-3-oxopropyl)-2-(2-chloro-2-fluoroacetyl)hydrazineyl)-3-cyclopropyl-1-oxopropan-2-yl)-1H-indole-2-carboxamide NC(CCN(NC([C@H](CC1CC1)NC(=O)C=1NC2=CC=CC=C2C1)=O)C(C(F)Cl)=O)=O